C1(CCCC1)NC1=C(C=C2C(=NN=C(C2=C1)NC(C)C=1C(=C(C#N)C=CC1)C)C)CN1CCOCC1 3-(1-((7-(cyclopentylamino)-4-methyl-6-(morpholinomethyl)phthalazin-1-yl)amino)ethyl)-2-methylbenzonitrile